CS(=O)(=O)OC1=C(C=CC=C1)P(N(P(C1=CC=C(C=C1)[Si](CCCC)(CCCC)CCCC)C1=C(C=CC=C1)OS(=O)(=O)C)C(C)C)C1=CC=C(C=C1)[Si](CCCC)(CCCC)CCCC ((isopropylazanediyl)bis((4-(tributylsilyl)phenyl)phosphanediyl))bis(2,1-phenylene) dimethanesulfonate